Cl.C(C1=CC=CC=C1)N1C=C2C(=CC1=O)CCN2C(CN2C[C@H](NCC2)C)=O 6-Benzyl-1-[2-((R)-3-methyl-piperazin-1-yl)-acetyl]-1,2,3,6-tetra-hydro-pyrrolo[2,3-c]-pyridin-5-one hydrochloride salt